FC(C(=O)O)(C(C(OC(F)(F)F)(F)F)(F)F)F Perfluoro(4-methoxybutanoic acid)